n-Pentapentacontane CCCCCCCCCCCCCCCCCCCCCCCCCCCCCCCCCCCCCCCCCCCCCCCCCCCCCCC